OCCCN(CCCO)CCCO tris-(hydroxypropyl)amine